1-Ethyl-3-methylimidazolium ethyl-sulfate C(C)OS(=O)(=O)[O-].C(C)N1C=[N+](C=C1)C